C(C)C=1C=C(N)C=CC1N1CCOCC1 3-ethyl-4-morpholinoaniline